ClC1=CC=C2C(=C1)NC[C@]21[C@H](N[C@@H]([C@H]1C1=C(C(=CC=C1)Cl)F)C(=O)[O-])CC(C)(C)C (2'R,3R,4'R,5'S)-6-chloro-4'-(3-chloro-2-fluorophenyl)-2'-neopentylspiro[indoline-3,3'-pyrrolidine]-5'-carboxylate